C(C)(=O)OC1=CC=C(C=C1)C1=C(C(=NO1)C)NC(=O)O[C@H](C)C1=C(C=CC=C1)Cl (R)-4-(4-(((1-(2-chlorophenyl)ethoxy)carbonyl)amino)-3-methylisoxazol-5-yl)phenyl acetate